N-(2-(2-fluoro-3-((1-methylcyclopropyl)ethynyl)benzyl)piperidin-3-yl)methanesulfonamide hydrochloride Cl.FC1=C(CC2NCCCC2NS(=O)(=O)C)C=CC=C1C#CC1(CC1)C